4-amino-p-terphenyl C1=CC=C(C=C1)C2=CC=C(C=C2)C3=CC=C(C=C3)N